4-((3'-(4-acetylpiperazin-1-yl)-[1,1'-biphenyl]-4-yl)oxy)-1H-1,2,3-triazole-5-carboxylic acid 2,2,2-trifluoroacetate FC(C(=O)O)(F)F.C(C)(=O)N1CCN(CC1)C=1C=C(C=CC1)C1=CC=C(C=C1)OC=1N=NNC1C(=O)O